C1(CCCCC1)NS(=O)(=O)C1=CC(=CC=C1)C(=O)N1CC2(C3=CC(=CC=C13)NS(=O)(=O)C)CCCCC2 N-cyclohexyl-3-(5'-(methylsulfonamido)spiro[cyclohexane-1,3'-indoline]-1'-carbonyl)benzenesulfonamide